CN1C(N2C(=C1CC(=O)N[C@H]1COCC1)C[C@@H](C2)C2=C(C(=CC(=C2F)F)F)F)=S (R)-2-methyl-6-(2,3,5,6-tetrafluorophenyl)-3-thioxo-2,5,6,7-tetrahydro-3H-pyrrolo[1,2-c]imidazol-1-yl-N-((R)-tetrahydrofuran-3-yl)acetamide